4-Cyclopropoxy-6-methylpyridine-3-carboxylic acid methyl ester COC(=O)C=1C=NC(=CC1OC1CC1)C